(4-bromo-2,6-difluorobenzyl)phosphonic acid diethyl ester C(C)OP(OCC)(=O)CC1=C(C=C(C=C1F)Br)F